C(C)(C)(C)OC(=O)N([C@H](COC=1C=CC(=C(C(=O)O)C1)C)C)C (S)-5-(2-((tert-butoxycarbonyl)(methyl)amino)propoxy)-2-methylbenzoic acid